Tert-butyl (3-(4-(1-(2,6-dioxopiperidin-3-yl)-3-methyl-2-oxo-2,3-dihydro-1H-benzo[d]imidazol-4-yl)piperidin-1-yl)propyl)(methyl)carbamate O=C1NC(CCC1N1C(N(C2=C1C=CC=C2C2CCN(CC2)CCCN(C(OC(C)(C)C)=O)C)C)=O)=O